N1C(=NC=C1)CCCCC=1NC=CN1 1,4-diimidazolylbutane